4-(diethoxyphosphorylmethyl)-2-phenyl-1-(trifluoromethyl)benzene C(C)OP(=O)(OCC)CC1=CC(=C(C=C1)C(F)(F)F)C1=CC=CC=C1